C(C)NC(=O)C=1C(=CC2=C(OC[C@@H](N2C(=O)OC(C)(C)C)C)N1)CC1=CC=C(C=C1)F tert-butyl (S)-6-(ethylcarbamoyl)-7-(4-fluorobenzyl)-2-methyl-2,3-dihydro-1H-pyrido[2,3-b][1,4]oxazine-1-carboxylate